FC1(CCN(CCC1)C1=C(C(=O)NC2=CC(=C(C=C2)F)C(N)=NO)C=CC(=N1)C)F 2-(4,4-difluoroazepan-1-yl)-N-(4-fluoro-3-(N'-hydroxycarbamimidoyl)phenyl)-6-methylnicotinamide